2-[4-(4-fluorophenyl)-1H-imidazol-1-yl]-1-(morpholin-4-yl)ethan-1-one FC1=CC=C(C=C1)C=1N=CN(C1)CC(=O)N1CCOCC1